C(C)OC(CNC(C1=C(C(=CC(=C1)I)I)I)=O)(C)OCC N-(2,2-diethoxypropyl)-2,3,5-triiodobenzamide